tert-butyl 4-[2-(2,5-dioxopyrrol-1-yl)ethyl]piperazine-1-carboxylate tert-Butyl-4-(2-aminoethyl)piperazine-1-carboxylate C(C)(C)(C)OC(=O)N1CCN(CC1)CCN.O=C1N(C(C=C1)=O)CCN1CCN(CC1)C(=O)OC(C)(C)C